O(C1=CC=CC=C1)C1=CC=C(C(=O)NCC(=O)N2C[C@@H](CC2)N2CCCC2)C=C1 (3'R,5'S)-1'-((4-phenoxybenzoyl)glycyl)-[1,3'-bipyrrolidine]